[Cl].FC(C(C(C(C(C(C(=O)Cl)(F)F)(F)F)(F)F)(F)F)(F)F)(C(F)(F)F)F pentadecafluorooctanoyl chloride chlorine